6-(cyclopropanecarboxamido)-N-methoxy-4-((2-methoxy-3-(1H-pyrazol-1-yl)phenyl)amino)nicotinamide C1(CC1)C(=O)NC1=NC=C(C(=O)NOC)C(=C1)NC1=C(C(=CC=C1)N1N=CC=C1)OC